(E)-2-styryl-1H-phenanthro[9,10-d]imidazole C(=C\C1=CC=CC=C1)/C1=NC2=C(N1)C1=CC=CC=C1C=1C=CC=CC12